Cl.O=C1N(C=CC(=C1)O[C@H]1C(NC(CC1)=O)=O)C1CCNCC1 (R)-3-((2-oxo-1-(piperidin-4-yl)-1,2-dihydropyridin-4-yl)oxy)piperidine-2,6-dione HCl salt